7-(5-((2-(4-methylpiperazin-1-yl)pyridin-4-yl)amino)-1H-pyrrolo[2,3-b]pyridin-3-yl)spiro[chromane-2,4'-piperidin]-4-one CN1CCN(CC1)C1=NC=CC(=C1)NC=1C=C2C(=NC1)NC=C2C2=CC=C1C(CC3(CCNCC3)OC1=C2)=O